3,4-dimethyl-5-(4-methylpiperazine-1-carbonyl)-1H-pyrrole-2-carboxamide CC1=C(NC(=C1C)C(=O)N1CCN(CC1)C)C(=O)N